N-(5-((1H-pyrazol-1-yl)methyl)-3,4-dihydro-2H-chromeno[8,7-d]isoxazol-9-yl)-2-methoxy-6-(trifluoromethoxy)benzenesulfonamide N1(N=CC=C1)CC1=C2CCCOC2=C2C(=NOC2=C1)NS(=O)(=O)C1=C(C=CC=C1OC(F)(F)F)OC